(3aR,6S,7aR)-2,3a-dimethyl-6-(prop-1-en-2-yl)hexahydrobenzo[d][1,3,2]oxathiaphosphole 2-sulfide CP1(O[C@H]2[C@](S1)(CC[C@@H](C2)C(=C)C)C)=S